C(C)(C)(C)OC(NCC(=C(F)F)CN1N=CN(C1=O)C1=C(C=C(C=C1)Br)C)=O [2-[[4-(4-bromo-2-methyl-phenyl)-5-oxo-1,2,4-triazol-1-yl]methyl]-3,3-difluoro-allyl]carbamic acid tert-butyl ester